CNS(=O)(=O)C1=CC(=C(C=C1)NC1=NC=C(C=C1)C(F)(F)F)C=1N=C2N(CCNC2=O)C1 N-methyl-3-(8-oxo-5,6,7,8-tetrahydroimidazo[1,2-a]pyrazin-2-yl)-4-((5-(trifluoromethyl)pyridin-2-yl)amino)benzenesulfonamide